2-(2-bromoethoxy)tetrahydro-2H-pyrane BrCCOC1OCCCC1